FC1=C(C(=C(C(=C1[2H])[2H])[2H])[2H])C1=CC(=CN1S(=O)(=O)C=1C=NC=CC1)C=O 5-(2-fluoro-3,4,5,6-tetradeuterophenyl)-1-(pyridine-3-ylsulfonyl)-1H-pyrrole-3-formaldehyde